C12(CC(C1)C2)N2N=CC(=C2)N2N=CC1=CC(=C(C=C21)N2CCN(CC2)C2(COC2)C)C#N 1-(1-(bicyclo[1.1.1]pentan-1-yl)-1H-pyrazol-4-yl)-6-(4-(3-methyloxetan-3-yl)piperazin-1-yl)-1H-indazole-5-carbonitrile